COCCOC=1C=CC=C(C1N)N 6-(2-methoxyethoxy)benzene-1,2-diamine